C(C)(C)(C)OC(N(C)C1CCN(CC1)C1=C2C(N(C(C2=CC=C1)=O)C1C(NC(CC1)=O)=O)=O)=O.C(C1=CC=CC=C1)C1(C(CC(CC1)C)NC=O)C(C)C N-p-benzyl-menthyl-formamide Tert-butyl-(1-(2-(2,6-dioxopiperidin-3-yl)-1,3-dioxoisoindolin-4-yl)piperidin-4-yl)(methyl)carbamate